N-(3-(4-morpholino-6-(pyridin-3-yl)thieno[3,2-d]pyrimidin-2-yl)phenyl)piperidine-4-carboxamide O1CCN(CC1)C=1C2=C(N=C(N1)C=1C=C(C=CC1)NC(=O)C1CCNCC1)C=C(S2)C=2C=NC=CC2